CN([C@@H]1CC[C@H](CC1)C1OC2=C(O1)C=CC(=C2)C(=O)NCC=2C(NC(=CC2SC)C)=O)CCC2=CC=CC=C2 (trans-4-(methyl(phenethyl)amino)cyclohexyl)-N-((6-methyl-4-(methylthio)-2-oxo-1,2-dihydropyridin-3-yl)methyl)benzo[d][1,3]dioxole-5-carboxamide